ethyl 3-[3-[1-[1-[5-[4,6-difluoro-1-(p-tolylsulfonyl)indol-5-yl]oxy-2-fluoro-phenyl]-5-oxo-4H-pyrazol-3-yl]ethyl]-2-fluoro-phenyl]propanoate FC1=C2C=CN(C2=CC(=C1OC=1C=CC(=C(C1)N1N=C(CC1=O)C(C)C=1C(=C(C=CC1)CCC(=O)OCC)F)F)F)S(=O)(=O)C1=CC=C(C=C1)C